F[C@H]1CNCC[C@@H]1C1=CC=CC=2N(C(N(C21)C)=O)N2C(CCCC2=O)=O [4-[(3R,4R)-3-fluoro-4-piperidinyl]-3-methyl-2-oxo-benzimidazol-1-yl]piperidine-2,6-dione